2-bromo-N-(2-methoxy-4-methylphenyl)-N-methylacetamide BrCC(=O)N(C)C1=C(C=C(C=C1)C)OC